N-{(2S,3R)-1-(bicyclo[1.1.1]pentane-1-carbonyl)-4,4-difluoro-2-[(2,2',3'-trifluoro[1,1'-biphenyl]-3-yl)methyl]pyrrolidin-3-yl}methanesulfonamide C12(CC(C1)C2)C(=O)N2[C@H]([C@H](C(C2)(F)F)NS(=O)(=O)C)CC=2C(=C(C=CC2)C2=C(C(=CC=C2)F)F)F